(S)-N-(3-(2-((2-fluoro-3-(methyl-sulfonyl)phenyl)amino)-5-methylpyrimidin-4-yl)-1H-indol-7-yl)-3-methoxy-2-((3S,5S)-3,4,5-trimethylpiperazin-1-yl)propanamide FC1=C(C=CC=C1S(=O)(=O)C)NC1=NC=C(C(=N1)C1=CNC2=C(C=CC=C12)NC([C@H](COC)N1C[C@@H](N([C@H](C1)C)C)C)=O)C